([1,1'-biphenyl]-4-yl)-2-(4-fluorophenyl)quinazoline C1(=CC=C(C=C1)C1=NC(=NC2=CC=CC=C12)C1=CC=C(C=C1)F)C1=CC=CC=C1